6-(3-Chloro-6-(difluoromethyl)-2-fluorophenyl)-3-methyl-N-(1-((S or R)-1-(2-methyl-4-((1R,5S)-2-oxo-3-azabicyclo[3.1.0]hexan-3-yl)phenyl)ethyl)-1H-pyrazol-4-yl)pyrazine-2-carboxamide ClC=1C(=C(C(=CC1)C(F)F)C1=CN=C(C(=N1)C(=O)NC=1C=NN(C1)[C@@H](C)C1=C(C=C(C=C1)N1C([C@@H]2C[C@@H]2C1)=O)C)C)F |o1:24|